tris-(trioctyl-methylammonium) trisebacate C(CCCCCCCCC(=O)[O-])(=O)[O-].C(CCCCCCCCC(=O)O)(=O)O.C(CCCCCCCCC(=O)O)(=O)[O-].C(CCCCCCC)[N+](C)(CCCCCCCC)CCCCCCCC.C(CCCCCCC)[N+](C)(CCCCCCCC)CCCCCCCC.C(CCCCCCC)[N+](C)(CCCCCCCC)CCCCCCCC